O=C1CCCC12CNCC2 1-oxo-7-azaspiro[4.4]nonane